FC1(CC(C1)NC1=NN2C(C=N1)=C(C=C2)C2=CC=C1C(=N2)N(C(=N1)C)CCOC)F N-(3,3-difluorocyclobutyl)-5-(3-(2-methoxyethyl)-2-methyl-3H-imidazo[4,5-b]pyridin-5-yl)pyrrolo[2,1-f][1,2,4]triazin-2-amine